C(#N)C1=C(C(=O)O)C=CC(=C1)C(=O)O mono-cyanoterephthalic acid